CC1=NC=CC(=C1)C1=NN=C(N1C)O[C@H](C)C=1N=NN(N1)C1=CC(=CC=C1)C 2-methyl-4-(4-methyl-5-{(1R)-1-[2-(3-methylphenyl)-2H-tetrazol-5-yl]ethoxy}-4H-1,2,4-triazol-3-yl)pyridine